[N-](S(=O)(=O)C(F)(F)F)S(=O)(=O)C(F)(F)F.C(=C)C(C1=CC=CC=C1)[N+](C)(C)C ((vinylbenzyl)trimethylammonium) bis(trifluoromethane)sulfonimide